FC=1C=C(C=CC1)C1CNC2=C(O1)C=CC(=C2)NC(C=C)=O N-(2-(3-fluorophenyl)-3,4-dihydro-2H-benzo[b][1,4]oxazin-6-yl)acrylamide